(E)-4-(4-phenylpent-3-en-1-yl)-N-(4-(trifluoromethyl)phenyl)piperazine-1-carboxamide C1(=CC=CC=C1)/C(=C/CCN1CCN(CC1)C(=O)NC1=CC=C(C=C1)C(F)(F)F)/C